FC(CC(C(=O)OCC)C(=O)OCC)(F)F diethyl 2-(2,2,2-trifluoroethyl)malonate